methyl 4-(1-(((R)-tert-butylsulfinyl)amino)ethyl)-2,6-difluorobenzoate C(C)(C)(C)[S@@](=O)NC(C)C1=CC(=C(C(=O)OC)C(=C1)F)F